COC1=CC=C2C=CC(=CC2=C1NC(C=C)=O)C=1C=C(C(=O)NC2CCN(CC2)C)C=CC1 3-[7-methoxy-8-(prop-2-enamido)naphthalen-2-yl]-N-(1-methylpiperidin-4-yl)benzamide